4-fluoro-7-methyl-N-(3-(1-methyl-2-oxopiperidin-4-yl)phenyl)-1H-indole FC1=C2C=CN(C2=C(C=C1)C)C1=CC(=CC=C1)C1CC(N(CC1)C)=O